N-(3-bromo-5-methanesulfonamidophenyl)-1-(3-nitropyridin-2-yl)-1H-pyrazole-4-carboxamide BrC=1C=C(C=C(C1)NS(=O)(=O)C)NC(=O)C=1C=NN(C1)C1=NC=CC=C1[N+](=O)[O-]